2-(2-((5-(1-aminoisoquinolin-5-yl)-1-(tetrahydrofuran-3-yl)-1H-pyrrolo[2,3-b]pyridin-3-yl)methoxy)phenyl)acetic acid NC1=NC=CC2=C(C=CC=C12)C=1C=C2C(=NC1)N(C=C2COC2=C(C=CC=C2)CC(=O)O)C2COCC2